3-((1S)-1-aminoethyl)-8-(2-(1-methyl-5-oxopyrrolidin-3-yl)ethynyl)-2-Phenylisoquinolin-1-one N[C@@H](C)C=1N(C(C2=C(C=CC=C2C1)C#CC1CN(C(C1)=O)C)=O)C1=CC=CC=C1